ethyl 1-(2-chloro-5-methoxypyridin-4-yl)-1H-pyrazole-3-carboxylate ClC1=NC=C(C(=C1)N1N=C(C=C1)C(=O)OCC)OC